BrC1=NC=2C=C3C(=CC2C=2C=CC=CC12)C=CC=C3 5-bromobenzo[b]phenanthridine